5,5'-methylenebis(1H-indole-2,3-dione) C(C=1C=C2C(C(NC2=CC1)=O)=O)C=1C=C2C(C(NC2=CC1)=O)=O